NC=1C(=C(C(=O)OC)C(=CC1Br)I)[N+](=O)[O-] methyl 3-amino-4-bromo-6-iodo-2-nitrobenzoate